tert-butyl ((1r,4r)-4-(2-amino-2-methylpropyl)cyclohexyl)carbamate NC(CC1CCC(CC1)NC(OC(C)(C)C)=O)(C)C